di(4-vinyl-phenyl)phenylphosphine methyl-1-({5-[2-(methanesulfonyloxy)ethoxy]pyridin-2-yl}sulfonyl)cyclopropane-1-carboxylate COC(=O)C1(CC1)S(=O)(=O)C1=NC=C(C=C1)OCCOS(=O)(=O)C.C(=C)C1=CC=C(C=C1)P(C1=CC=CC=C1)C1=CC=C(C=C1)C=C